1-[2-[6-(4-iodophenyl)-1,2,4,5-tetrazin-3-yl]ethyl]-3-methyl-urea IC1=CC=C(C=C1)C1=NN=C(N=N1)CCNC(=O)NC